CC1=CC(=NC(=C1)N1CC(C1)S(=O)(=O)C)N1CC2(C=3C=NC(=CC31)NC(C)=O)CC2 N-(1'-(4-methyl-6-(3-(methylsulfonyl)azetidin-1-yl)pyridin-2-yl)-1',2'-dihydrospiro[cyclopropane-1,3'-pyrrolo[3,2-c]pyridin]-6'-yl)acetamide